2-methyl-phenyl sulfide CC1=C(C=CC=C1)SC1=C(C=CC=C1)C